FC1=CC=C2C=C3N(C2=C1)C1=C(C=N3)C=CC=N1 10-fluoropyrido[3',2':5,6]pyrimido[1,2-a]indole